ClC=1C=NC(=C(C(=O)OC)C1)C(CO[Si](C(C)(C)C)(C)C)NC(OC(C)(C)C)=O methyl 5-chloro-2-(2,2,3,3,10,10-hexamethyl-8-oxo-4,9-dioxa-7-aza-3-silaundecan-6-yl)nicotinate